2,2,6,6-tetramethyl-4-piperidylamine CC1(NC(CC(C1)N)(C)C)C